((1r,4r)-4-(((2,2,2-trifluoroethyl)amino)methyl)cyclohexyl)carbamic acid tert-butyl ester C(C)(C)(C)OC(NC1CCC(CC1)CNCC(F)(F)F)=O